FC=1C=C2C(=NNC2=CC1OCCOC)C1=CC(=NO1)C1=CC(=C(C=C1)C(=O)N1CCN(CC1)C1COC1)C (4-{5-[5-Fluoro-6-(2-methoxy-ethoxy)-1H-indazol-3-yl]-isoxazol-3-yl}-2-methyl-phenyl)-(4-oxetan-3-yl-piperazin-1-yl)-methanone